4-((1R,5S)-3,8-diazabicyclo[3.2.1]octan-3-yl)-7-(3-((tert-butyldimethylsilyl)oxy)naphthalen-1-yl)-2-((tetrahydro-1H-pyrrolizin-7a(5H)-yl)methoxy)quinazoline [C@H]12CN(C[C@H](CC1)N2)C2=NC(=NC1=CC(=CC=C21)C2=CC(=CC1=CC=CC=C21)O[Si](C)(C)C(C)(C)C)OCC21CCCN1CCC2